(-)-3-cyclopropyl-N-(3,3-difluoro-2-(5-fluoro-6-(4-fluorophenyl)-4-(2-hydroxypropan-2-yl)pyridine-2-Yl)-2-hydroxypropyl)-8-Methoxycinnoline-6-carboxamide C1(CC1)C=1N=NC2=C(C=C(C=C2C1)C(=O)NCC(C(F)F)(O)C1=NC(=C(C(=C1)C(C)(C)O)F)C1=CC=C(C=C1)F)OC